3-(6-chloro-1-oxo-7-(trifluoromethoxy)isoindolin-2-yl)piperidine-2,6-dione ClC1=CC=C2CN(C(C2=C1OC(F)(F)F)=O)C1C(NC(CC1)=O)=O